C(CCC)C1(C(NC(N1)=O)=O)C1=CC=C(C=C1)C(=O)N1CCN(CC1)C1=NC=C(C=C1C)CC 5-butyl-5-{4-[4-(5-ethyl-3-methylpyridin-2-yl)piperazine-1-carbonyl]phenyl}imidazolidine-2,4-dione